ethyl (S)-4-((6-(((benzyloxy)carbonyl)amino)hexan-2-yl)amino)-6-chloro-5-nitronicotinate C(C1=CC=CC=C1)OC(=O)NCCCC[C@H](C)NC1=C(C(=NC=C1C(=O)OCC)Cl)[N+](=O)[O-]